C(=O)(OC(C)(C)C)NCCCCN mono-N-Boc-1,4-diaminobutane